CN1C(=NC2=C(C=C(C=C2C1=O)C)[C@@H](C)NC1=C(C=CC=C1)S(=O)(=O)C)SC (R)-3,6-dimethyl-8-(1-((2-(methylsulfonyl)phenyl)amino)ethyl)-2-(methylthio)quinazolin-4(3H)-one